NC=1N=C(C2=C(N1)C=CN2CC2=C(C=C(C=O)C=C2)OC)NCCCCC 4-{[2-amino-4-(pentylamino)-5H-pyrrolo[3,2-d]pyrimidin-5-yl]methyl}-3-methoxybenzaldehyde